methyl (S)-2-(2,6-difluoro-4-((R)-3-(trifluoromethyl)morpholino) benzamido)-3-(7-(1,4,6-trimethyl-2-oxo-1,2-dihydropyridin-3-yl)-1,3-dihydroisobenzofuran-4-yl)propanoate FC1=C(C(=O)N[C@H](C(=O)OC)CC2=C3COCC3=C(C=C2)C=2C(N(C(=CC2C)C)C)=O)C(=CC(=C1)N1[C@H](COCC1)C(F)(F)F)F